ethyl 2-(3-(4-((tert-butoxycarbonyl)amino)-butoxy)phenyl)-2-phenylacetate C(C)(C)(C)OC(=O)NCCCCOC=1C=C(C=CC1)C(C(=O)OCC)C1=CC=CC=C1